2-[{5-[2-Chloro-5-(4-phenylbutoxy)phenyl]pentanoyl}(4-methoxybenzyl)amino]ethyl dihydrogen phosphate ammonium salt [NH4+].P(=O)(OCCN(CC1=CC=C(C=C1)OC)C(CCCCC1=C(C=CC(=C1)OCCCCC1=CC=CC=C1)Cl)=O)(O)O